[5-(3-chloro-2-piperazin-1-yl-6-quinolinyl)-2-(trifluoromethyl)phenyl]methylamine dihydrochloride Cl.Cl.ClC=1C(=NC2=CC=C(C=C2C1)C=1C=CC(=C(C1)CN)C(F)(F)F)N1CCNCC1